C(C)(C)(C)OC(=O)N1CCC(CC1)CNC(C1=CC(=CC=C1)NC=1C(=NC(=CC1)C1=CC=CC=2OCCOC21)OC)=O 4-({3-[6-(2,3-Dihydro-benzo[1,4]dioxin-5-yl)-2-methoxy-pyridin-3-ylamino]-benzoyl-amino}-methyl)-piperidine-1-carboxylic acid tert-butyl ester